CC1=CC2=C(N=C(N=C2NCCCC=2C=C(C#N)C=CC2)C(F)(F)F)S1 3-(3-((6-methyl-2-(trifluoromethyl)thieno[2,3-d]pyrimidin-4-yl)amino)propyl)benzonitrile